4-benzyloxy-1-(3,4-difluorophenyl)-6-fluoro-3-iodo-2-(2-methoxy-1,1-dimethyl-ethyl)indole C(C1=CC=CC=C1)OC1=C2C(=C(N(C2=CC(=C1)F)C1=CC(=C(C=C1)F)F)C(COC)(C)C)I